CC1=C(C=CC(=C1)C)N(S(=O)(=O)C=1C=C2C(CC(OC2=CC1)C1CCOCC1)O)CC(C)C N-(2,4-dimethylphenyl)-4-hydroxy-N-isobutyl-2-(tetrahydro-2H-pyran-4-yl)chroman-6-sulfonamide